C1=CC=CC=2SC3=CC=CC=C3N(C12)C=1C=C(C=CC1)C1=CC(=C(C(=C1)C=1OC2=C(N1)C=CC=C2)C=2OC1=C(N2)C=CC=C1)C1=CC(=CC=C1)N1C2=CC=CC=C2SC=2C=CC=CC12 2,2'-(3,3''-di(10H-phenothiazin-10-yl)-[1,1':3',1''-terphenyl]-4',5'-diyl)bis(benzo[d]oxazole)